(2S,4S)-2-((S)-2-(2-hydroxy-4-methylphenyl)-4,5-dihydrothiazol-4-yl)-3-methylthiazolidine-4-carboxylic acid OC1=C(C=CC(=C1)C)C=1SC[C@H](N1)[C@@H]1SC[C@@H](N1C)C(=O)O